3-((2-amino-3-chloropyridin-4-yl)thio)-6-(1-amino-8-azaspiro[4.5]dec-8-yl)pyrazine-2-carbonitrile NC1=NC=CC(=C1Cl)SC=1C(=NC(=CN1)N1CCC2(CCCC2N)CC1)C#N